(2R,3R,4R,5S)-1-(2-hydroxyethyl)-2-(hydroxymethyl)piperidin-1-ium-3,4,5-triol OCC[NH+]1[C@@H]([C@H]([C@@H]([C@H](C1)O)O)O)CO